C(C)(C)(C)OC(=O)N1CCC2(NC3=CC(=CC=C3NC2=O)C=2N=NN(C2)CC2=CC=C(C=C2)C=2OC(=NN2)C(F)F)CC1 7'-(1-(4-(5-(difluoromethyl)-1,3,4-oxadiazol-2-yl)benzyl)-1H-1,2,3-triazol-4-yl)-3'-oxo-3',4'-dihydro-1'H-spiro[piperidine-4,2'-quinoxaline]-1-carboxylic acid tert-butyl ester